2,5-dioxaspiro[3.6]decane C1OCC12OCCCCC2